Cl[P+](OC1=CC=CC=C1)(O)Cl dichloro-hydroxy-(phenoxy)phosphonium